CN1N=CC(=C1C)[C@@H]1C2=C([C@@H](N(C1)C(=O)OC)C)C=CS2 |r| methyl rac-(4S,7S)-7-(1,5-dimethylpyrazol-4-yl)-4-methyl-6,7-dihydro-4H-thieno[3,2-c]pyridine-5-carboxylate